C(C1CO1)OC(C1=CC=C(C(=O)OCC2CO2)C=C1)=O TEREPHTHALIC ACID DIGLYCIDYL ESTER